C(C)(=O)OCCNCCNCCC[Si](OCC)(OCC)OCC 9-triethoxysilyl-3,6-diaza-nonyl acetate